histidinyl-alanine N[C@@H](CC1=CNC=N1)C(=O)N[C@@H](C)C(=O)O